NC=1C(=NN2C1N=CC1=C2C(CN1C(=O)NC=1C=NC(=C(C1)Cl)N1N=CC=N1)(C(F)(F)F)C)CC 3-Amino-N-(5-chloro-6-(2H-1,2,3-triazol-2-yl)pyridin-3-yl)-2-ethyl-8-methyl-8-(trifluoromethyl)-7,8-dihydro-6H-pyrazolo[1,5-a]pyrrolo[2,3-e]pyrimidine-6-carboxamide